racemic-2-phenylpropanal C1(=CC=CC=C1)[C@H](C=O)C |r|